C(#N)CCCOP(=O)(OCCCC#N)OCCCC#N tri(3-cyanopropyl)phosphate